N2-(2-(1H-1,2,4-triazol-1-yl)ethyl)-3-fluoro-N4-phenyl-[1,1'-biphenyl]-2,4-diamine N1(N=CN=C1)CCNC=1C(=CC=C(C1F)NC1=CC=CC=C1)C1=CC=CC=C1